[Si](OC)(OC)(OC)OOCC trimethyl ethoxy silicate